C(C)S(=O)(=O)ON=C(C#N)C1=CC=C(C=C1)OC α-(ethylsulfonyloxyimino)-p-methoxyphenylacetonitrile